NCCCOC(C=C[Si](OC)(OC)OC)(C)C 3-(3-aminopropoxy)-3,3-dimethyl-1-propenyl-trimethoxysilane